C1NCC=2C=C3C(=CC12)C=C(C(=C3)C#N)C#N 2,3-dihydro-1H-benzo[f]isoindole-6,7-dicarbonitrile